N,N-diallyl-N,N-dimethyl-ammonium chloride [Cl-].C(C=C)[N+](C)(C)CC=C